10-Bromo-N,N-didecyldecanamide BrCCCCCCCCCC(=O)N(CCCCCCCCCC)CCCCCCCCCC